C[C@@]12[C@H]3CC([C@@H]3CC=C([C@H](CC1)O2)C)(C)C (1S,2S,5R,9S)-1,4,4,8-tetramethyl-12-oxatricyclo[7.2.1.02,5]dodec-7-ene